NC(CCCS)S 1-aminobutan-1,4-dithiol